C(C)(=O)[O-].C(C)(=O)[O-].[Cu+2] Copper(2+) diacetate